FC=1C=C(C=CC1O)C1CCC(CC1)=O 4-(3-fluoro-4-hydroxyphenyl)cyclohexan-1-one